C(OC[C@]1(N2[C@@H](C[C@@H](C1=O)CC2)C)COP(=O)(OC2=CC=CC=C2)N[C@@H](C)C(=O)OCC2=CC=CC=C2)([2H])([2H])[2H] benzyl ((((1R,2S,4S,6R)-2-((methoxy-d3)methyl)-6-methyl-3-oxoquinuclidin-2-yl)methoxy)(phenoxy)phosphoryl)-L-alaninate